nitropicoline CC1=C(C=CC=N1)[N+](=O)[O-]